C1(=CC=CC=C1)N1N=C(CCC1=O)C1=CC=CC=C1 2,6-diphenyl-4,5-dihydropyridazin-3(2H)-one